NC1=C(C=NC=C1Cl)/C=C/C(=O)OCC ethyl (E)-3-(4-amino-5-chloropyridin-3-yl)acrylate